5-(2,6-dimorpholin-4-ylpyrimidin-4-yl)-4-(trifluoromethyl)pyridin-2-amine N1(CCOCC1)C1=NC(=CC(=N1)C=1C(=CC(=NC1)N)C(F)(F)F)N1CCOCC1